(2-(((((1R,2S,4S,6R)-2-(methoxymethyl)-6-methyl-3-oxoquinuclidin-2-yl)methoxy)carbonyl)(methyl)amino)pyridin-3-yl)methyl L-valinate N[C@@H](C(C)C)C(=O)OCC=1C(=NC=CC1)N(C)C(=O)OC[C@@]1(N2[C@@H](C[C@@H](C1=O)CC2)C)COC